ClC=1C=C(O[Si](C(C)C)(C(C)C)C(C)C)C=C(C1CC1=C(C=C(C=C1)OC)Cl)Cl [3,5-Dichloro-4-[(2-chloro-4-methoxy-phenyl)methyl]phenoxy]-triisopropyl-silane